FC(CN1CCN(CC1)C1=C(C=C2C(=N1)OC(C2)(C)C)NC(=O)C=2C=NN1C2N=CC=C1)F N-[6-[4-(2,2-difluoroethyl)piperazin-1-yl]-2,2-dimethyl-3H-furo[2,3-b]pyridin-5-yl]pyrazolo[1,5-a]pyrimidine-3-carboxamide